2-(6-{5-chloro-2-[(oxacyclohex-4-yl)amino]pyrimidin-4-yl}-1-oxo-2,3-dihydro-1H-isoindol-2-yl)-N-(2-hydroxycyclopentyl)acetamide ClC=1C(=NC(=NC1)NC1CCOCC1)C1=CC=C2CN(C(C2=C1)=O)CC(=O)NC1C(CCC1)O